N-[4-(3,5-dicyclohexyl-1H-pyrazol-1-yl)phenyl]-2-(quinolin-6-yl)acetamide C1(CCCCC1)C1=NN(C(=C1)C1CCCCC1)C1=CC=C(C=C1)NC(CC=1C=C2C=CC=NC2=CC1)=O